FC=1C=C2C(=CC1)NC1=C2CC(NC2=C1C=CC=C2)=O 9-fluoro-7,12-dihydro-indolo[3,2-d][1]benzazepin-6(5H)-one